N=1C=CN2C1C=CC(=C2)C(=O)NCC2CC1(C2)CCN(CC1)C(=O)OC(C)(C)C tert-butyl 2-((imidazo[1,2-a]pyridine-6-carboxamido)methyl)-7-azaspiro[3.5]nonane-7-carboxylate